5-(3,5-difluorobenzyl)-2-(4-hydroxybenzyl)-1-methyl-1,2,4,5,6,7-hexahydro-3H-pyrazolo[4,3-c]pyridin-3-one FC=1C=C(CN2CC3=C(CC2)N(N(C3=O)CC3=CC=C(C=C3)O)C)C=C(C1)F